3-(2-((4-((S)-2-(5-chloropyridin-2-yl)-2-methylbenzo[d][1,3]dioxol-4-yl)piperidin-1-yl)methyl)-4-fluoro-1-(((S)-oxetan-2-yl)methyl)-1H-benzo[d]imidazol-5-yl)-1,2,4-oxadiazol-5(4H)-one ClC=1C=CC(=NC1)[C@@]1(OC2=C(O1)C=CC=C2C2CCN(CC2)CC2=NC1=C(N2C[C@H]2OCC2)C=CC(=C1F)C1=NOC(N1)=O)C